FC(C1=NN=C(S1)Br)F (5-(difluoromethyl)-1,3,4-thiadiazol-2-yl) bromide